NC1=C(C(=NC=N1)OC1=C(C=C(C=C1)NC(=O)C=1C(N(C=CC1OCC)C1=CC=C(C=C1)F)=O)F)F N-(4-((6-amino-5-fluoropyrimidin-4-yl)oxy)-3-fluorophenyl)-4-ethoxy-1-(4-fluorophenyl)-2-oxo-1,2-dihydropyridine-3-carboxamide